2-fluoro-5-chloro-N-[2-({(1R)-3-methyl-1-[4-oxo-5-phenyl-1,3,2-dioxaborolan-2-yl]Butyl}amino)-2-oxoethyl]Benzamide FC1=C(C(=O)NCC(=O)N[C@@H](CC(C)C)B2OC(C(O2)=O)C2=CC=CC=C2)C=C(C=C1)Cl